C(CCCCC)N1C2=CC=CC=C2C=2C=C(C=CC12)C1OC=2C(=C1O)C(C=CC2)=O 2-(9-hexyl-9H-carbazole-3-yl)-3-hydroxy-4H-benzofuran-4-one